1-(2-(4-fluorophenyl)-3-(pyridin-4-yl)-5,6-dihydroimidazo[1,2-a]pyrazin-7(8H)-yl)ethan-1-one FC1=CC=C(C=C1)C=1N=C2N(CCN(C2)C(C)=O)C1C1=CC=NC=C1